6-(2-ethoxyphenyl)-3-[(2R)-2-ethyl-4-[1-(trifluoromethyl)-cyclobutanecarbonyl]piperazin-1-yl]pyridine-2-carboxamide C(C)OC1=C(C=CC=C1)C1=CC=C(C(=N1)C(=O)N)N1[C@@H](CN(CC1)C(=O)C1(CCC1)C(F)(F)F)CC